2,5-dimethyl-3-acetylthiophene CC=1SC(=CC1C(C)=O)C